OC[C@H]1O[C@H]([C@@H]([C@@H]1O)O)NC1=NC=NC2=C(C=CC=C12)OC (2r,3s,4r,5r)-2-(hydroxymethyl)-5-((8-methoxyquinazolin-4-yl)amino)tetrahydrofuran-3,4-diol